Cl.N[C@@H](CC(=O)OC(C)C)C(C)C isopropyl (S)-3-amino-4-methylpentanoate hydrochloride